C(C)N(CC)C=C(C(=O)[O-])C N,N-diethylaminomethacrylate